4-formyl-1,2-dimethylpyridinium C(=O)C1=CC(=[N+](C=C1)C)C